FC1=C(C(=O)NC1=O)C1=CC=CC=C1 Fluorophenylmaleimide